NC1CN(CC1OCC(C)OC)C1=NC=2CCC(CC2C(=C1)F)NC(=O)C1=CC2=C(N=N1)N(C=C2Cl)CC N-{2-[3-amino-4-(2-methoxypropoxy)pyrrolidin-1-yl]-4-fluoro-5,6,7,8-tetrahydroquinolin-6-yl}-5-chloro-7-ethyl-7H-pyrrolo[2,3-c]pyridazine-3-carboxamide